FC=1C=CC(=NC1)C(=O)N1C=NC=C1 (5-fluoropyridine-2-yl)(1H-imidazol-1-yl)methanone